NC1=NC2=C(C=C(C1)C(=O)N(CCCNC([O-])=O)CCC)C=CC(=C2)C2=CC(=CC=C2)S(=O)(=O)N2CC(C2)CN(C)C [3-[[2-amino-8-[3-[3-[(dimethylamino)methyl]azetidin-1-yl]sulfonylphenyl]-3H-1-benzazepine-4-carbonyl]-propyl-amino]propyl]carbamate